N-(2-(2,6-dioxopiperidin-3-yl)-1-oxoisoindolin-5-yl)-5-(methoxymethyl)-1-phenyl-1H-imidazole-4-carboxamide O=C1NC(CCC1N1C(C2=CC=C(C=C2C1)NC(=O)C=1N=CN(C1COC)C1=CC=CC=C1)=O)=O